(S)-6-(1-(6-(1-methyl-1H-pyrazol-4-yl)-[1,2,4]triazolo[4,3-b]pyridazin-3-yl)ethyl)quinoline CN1N=CC(=C1)C=1C=CC=2N(N1)C(=NN2)[C@@H](C)C=2C=C1C=CC=NC1=CC2